CC1=C(C=CC=C1NC(=O)C1=NN2C([C@H](CCC2)NC)=C1)C1=C(C(=CC=C1)NC(=O)C1=NN2C([C@H](CCC2)NC)=C1)C (4S,4'S)-N,N'-(2,2'-dimethyl-[1,1'-biphenyl]-3,3'-diyl)bis(4-(methylamino)-4,5,6,7-tetrahydropyrazolo[1,5-a]pyridine-2-carboxamide)